7-(pyridin-2-ylmethyl)-7H-pyrrolo[3,2-f]quinazoline-1,3-diamine N1=C(C=CC=C1)CN1C=CC=2C3=C(N=C(N=C3C=CC21)N)N